O=C1NC(CCC1C1=C(C=C(C2=C1CCO2)N2CC(C2)NS(=O)(=O)C2(N)C(C=C(C=C2)Cl)F)F)=O N-(1-(4-(2,6-dioxopiperidin-3-yl)-5-fluoro-2,3-dihydrobenzofuran-7-yl)azetidin-3-yl)4-chloro-2-fluoroaniline-1-sulfonamide